tert-Butyl ((1-((6-(trifluoromethyl)pyridin-3-yl)methyl)-1H-imidazol-4-yl)methyl)carbamate FC(C1=CC=C(C=N1)CN1C=NC(=C1)CNC(OC(C)(C)C)=O)(F)F